C(C=C)(=O)N1CCC(CC1)=CC1=C2C(=C(NC2=C(C=C1F)C(=O)N)C)C 4-((1-acryloylpiperidin-4-ylidene)methyl)-5-fluoro-2,3-dimethyl-1H-indole-7-carboxamide